BrC1=CC=C2C(N(C(=NC2=C1)C)C1=CC=C(C=C1)O)=O 7-bromo-3-(4-hydroxyphenyl)-2-methyl-quinazolin-4(3H)-one